tert-butyl [(1S,4r)-4-{(1S)-1-[2-ethyl-3-fluoro-5-(hydrazinecarbonyl)anilino]ethyl}cyclohexyl]carbamate C(C)C1=C(N[C@@H](C)C2CCC(CC2)NC(OC(C)(C)C)=O)C=C(C=C1F)C(=O)NN